2-((6-(4-fluorophenyl)-8-methoxyquinazolin-4-yl)amino)-2-(3-methyl-1,2,4-oxadiazol-5-yl)ethan-1-ol FC1=CC=C(C=C1)C=1C=C2C(=NC=NC2=C(C1)OC)NC(CO)C1=NC(=NO1)C